C(C)OC(CCC(=O)C1=NC(=CC=C1O)CC1=CC(=CC=C1)F)=O 4-[6-(3-Fluoro-benzyl)-3-hydroxy-pyridin-2-yl]-4-oxo-butyric acid ethyl ester